OC1CN(CCC1)CC(CNC(=O)C1=CC2=C(S1)CCCCCC2)(C)C N-[3-(3-Hydroxypiperidin-1-yl)-2,2-dimethylpropyl]-4H,5H,6H,7H,8H,9H-cycloocta[b]thiophene-2-carboxamide